C(CCCCCCC)N(C1=CC=CC=C1)C1=CC=CC=C1 octyl-diphenylamine